C(C)C=1C(=C(SC1)Br)C(C(=O)OCCOCCNC(C)(C)C)(F)F 2-[2-(tert-butylamino)ethoxy]ethanol Ethyl-2-(2-bromothien-3-yl)-2,2-difluoroacetate